Methyl (3Z)-3-{[(4-{methyl[(4-methylpiperazin-1-yl) acetyl] amino}phenyl)amino] (phenyl)methylidene}-2-oxo-2,3-dihydro-1H-indole-6-carboxylate CN(C1=CC=C(C=C1)N\C(=C\1/C(NC2=CC(=CC=C12)C(=O)OC)=O)\C1=CC=CC=C1)C(CN1CCN(CC1)C)=O